CC1(CC(CC(C1)(C)C)C)N=C=O methyl-3,5,5-trimethyl-cyclohexylisocyanat